methyl 2-(3-aminopropyl)-4-(4-(4-((9-chloro-7-(2-fluoro-6-methoxyphenyl)-5H-benzo[c]pyrimido[4,5-e]azepin-2-yl)amino)-2-methoxybenzamido)butanamido)benzoate NCCCC1=C(C(=O)OC)C=CC(=C1)NC(CCCNC(C1=C(C=C(C=C1)NC=1N=CC2=C(C3=C(C(=NC2)C2=C(C=CC=C2OC)F)C=C(C=C3)Cl)N1)OC)=O)=O